3-(bis(4-methoxybenzyl)amino)-7-fluoro-8-((triisopropylsilyl) ethynyl)isoquinolin-1-yl trifluoromethanesulfonate FC(S(=O)(=O)OC1=NC(=CC2=CC=C(C(=C12)C#C[Si](C(C)C)(C(C)C)C(C)C)F)N(CC1=CC=C(C=C1)OC)CC1=CC=C(C=C1)OC)(F)F